((2R,3R,4S,5R)-5-(4-Benzamido-2-oxopyrimidin-1(2H)-yl)-4-(benzoyloxy)-3-hydroxytetrahydrofuran-2-yl)methyl diphosphate ammonium salt [NH4+].O(P([O-])(=O)OP(=O)([O-])[O-])C[C@H]1O[C@H]([C@H]([C@@H]1O)OC(C1=CC=CC=C1)=O)N1C(N=C(C=C1)NC(C1=CC=CC=C1)=O)=O.[NH4+].[NH4+]